3-((5-fluoro-2-((4-phenoxyphenyl)amino)pyrimidin-4-yl)amino)-N-hydroxybenzoamide FC=1C(=NC(=NC1)NC1=CC=C(C=C1)OC1=CC=CC=C1)NC=1C=C(C(=O)NO)C=CC1